(2-((2-ethyl-4,4-dimethylcyclohexylidene)methoxy)ethyl)benzene C(C)C1C(CCC(C1)(C)C)=COCCC1=CC=CC=C1